[4-[(4-trifluoromethylphenoxy)methyl]-1H-1,2,3-triazol-1-yl]thiophene-2-carboxamide FC(C1=CC=C(OCC=2N=NN(C2)C2=C(SC=C2)C(=O)N)C=C1)(F)F